68-amino-3,6,9,12,15,18,21,24,27,30,33,36,39,42,45,48,51,54,57,60,63,66-docosaoxaoctahexacontanoic acid NCCOCCOCCOCCOCCOCCOCCOCCOCCOCCOCCOCCOCCOCCOCCOCCOCCOCCOCCOCCOCCOCCOCC(=O)O